C[C@@H]1CN(C[C@H]2N1CC[C@@H](C2)NCC2=CC=C(C=C2)N2CCNCC2)C2=C1C=CC=NC1=C(C=C2)C#N 5-[(4R,8S,9aS)-4-methyl-8-[(4-piperazin-1-ylphenyl)methylamino]-1,3,4,6,7,8,9,9a-octahydropyrido[1,2-a]pyrazin-2-yl]quinoline-8-carbonitrile